[18F]CCCCCCCC\C=C/CCCCSCCC(=O)O 3-{[(5Z)-14-(18F)fluorotetradec-5-en-1-yl]sulfanyl}propanoic acid